1-N-[(2,4-dimethoxyphenyl)methyl]-5-N-[[4-(imidazo[1,2-a]pyridin-6-yloxymethyl)-2-oxabicyclo[2.1.1]hexan-1-yl]methyl]isoquinoline-1,5-diamine COC1=C(C=CC(=C1)OC)CNC1=NC=CC=2C(=CC=CC12)NCC12OCC(C1)(C2)COC=2C=CC=1N(C2)C=CN1